manganese(III) hydroxide [OH-].[Mn+3].[OH-].[OH-]